BrC1=CC(=C2C(=NN(C2=C1)C)C#N)C C6-bromo-1,4-dimethyl-1H-indazole-3-carbonitrile